C(/C1=CC=CC=C1)=C\1/N(C(/C(/NC1=O)=C/C=1N=CNC1C(C)(C)C)=O)CC(C(=O)O)=C 2-[[(2Z,5Z)-2-benzylidene-5-[(5-tert-butyl-1H-imidazol-4-yl)methylene]-3,6-dioxo-piperazin-1-yl]methyl]prop-2-enoic acid